C(C)(=O)OC\C=C(/CCC=C(C)C)\C nerol acetate